[N+](=O)([O-])C1=CC=C(O1)CN1CCC(CC1)OC1=CC=C(C=C1)C(F)(F)F 1-[(5-Nitrofuran-2-yl)methyl]-4-[4-(trifluoromethyl)phenoxy]piperidine